2-[6-(5-chloro-2-{[(2S)-1-hydroxypropan-2-yl]amino}pyrimidin-4-yl)-4-methoxy-1-oxo-2,3-dihydro-1H-isoindol-2-yl]-N-[(1S)-2-hydroxy-1-(3-methylphenyl)ethyl]acetamide ClC=1C(=NC(=NC1)N[C@H](CO)C)C1=CC(=C2CN(C(C2=C1)=O)CC(=O)N[C@H](CO)C1=CC(=CC=C1)C)OC